(2,4-dimethoxy-phenyl)-phenyl-methanone COC1=C(C=CC(=C1)OC)C(=O)C1=CC=CC=C1